CN1C(=NN=C1)SC1=NC2=CC=CC=C2N=C1SC1=NN=CN1C 2,3-Bis((4-methyl-1,2,4-triazol-3-yl)thio)quinoxaline